C[C@@H]1[C@H](CCC2=NOCC21)C (4R,5S)-4,5-dimethyl-3,3a,4,5,6,7-hexahydro-benzo[c]isoxazole